tert-butyl 1-bromo-3,4-dichloro-7-oxo-8,9-dihydro-6H-pyrido[1,2-a]indole-6-carboxylate BrC1=C2C=C3N(C2=C(C(=C1)Cl)Cl)C(C(CC3)=O)C(=O)OC(C)(C)C